C(=C)OCCCCOC(CCC(=O)OCCCCOC=C)=O bis[(vinyloxy)butyl]succinate